N-(2-((2S,3S)-1,2-dimethylpiperidin-3-yl)-5-fluorothieno[2,3-b]pyridin-4-yl)-4-fluorobenzo[d]thiazol-5-amine CN1[C@H]([C@H](CCC1)C1=CC=2C(=NC=C(C2NC=2C=CC3=C(N=CS3)C2F)F)S1)C